C(C)(C)(C)OC(=O)N1CC2(CN(C2)C2=NC(=CC3=C2N=C(N=C3)SC)C(F)F)CC1 2-[6-(difluoromethyl)-2-(methylsulfanyl)pyrido[3,4-d]pyrimidin-8-yl]-2,6-diazaspiro[3.4]octane-6-carboxylic acid tert-butyl ester